1-isocyanato-3,3,5-trimethyl-5-isocyanatomethyl-cyclohexane Methyl-5-chloro-4-(3-(4-methoxybenzyl)-2,4-dioxotetrahydropyrimidin-1(2H)-yl)picolinate COC(C1=NC=C(C(=C1)N1C(N(C(CC1)=O)CC1=CC=C(C=C1)OC)=O)Cl)=O.N(=C=O)C1CC(CC(C1)(CN=C=O)C)(C)C